FC1=C(NC=2C(=NC=CN2)C(=O)N)C=C(C(=C1F)N1CCOCC1)F 3-(2,3,5-trifluoro-4-morpholinoanilino)pyrazine-2-carboxamide